1-(4-trifluoromethylphenyl)-1-pentanone FC(C1=CC=C(C=C1)C(CCCC)=O)(F)F